1-(4-{[4-(1,3-dioxolan-2-yl)-2-methoxyphenoxy]methyl}-3-(trifluoromethyl)phenyl)-2-methylpropan-2-ol O1C(OCC1)C1=CC(=C(OCC2=C(C=C(C=C2)CC(C)(O)C)C(F)(F)F)C=C1)OC